alpha-methylacetoacetylglycine CC(C(=O)NCC(=O)O)C(=O)C